(2-(2-Naphthamido)benzoyl)-L-phenylalanine C1=C(C=CC2=CC=CC=C12)C(=O)NC1=C(C(=O)N[C@@H](CC2=CC=CC=C2)C(=O)O)C=CC=C1